FC12C(C(C(C(C2(C(C(C(C1(F)F)(F)F)(F)F)(F)F)F)(F)F)(F)F)(F)F)(F)F perfluoro-bicyclo[4.4.0]decane